C1(CC1)CC(CCC(=O)O)(C(=O)OCC)C1=NC(=CN=C1)NC1=CC=C(C=C1)C 4-(cyclopropylmethyl)-5-ethoxy-5-oxo-4-(6-(p-tolylamino)pyrazin-2-yl)pentanoic acid